ClC1=CC(=C(C=N1)C1=NC=C(C=C1)S(=O)(=O)C)N[C@H](CCO)C (S)-3-((6'-chloro-5-(methylsulfonyl)-[2,3'-bipyridin]-4'-yl)amino)butan-1-ol